(3s,5s)-3-aminomethyl-6-(4-fluoro-phenoxy)-5-methyl-hexanoic acid NC[C@H](CC(=O)O)C[C@@H](COC1=CC=C(C=C1)F)C